ClC=1C=C(C=C(C1)Cl)NC(=O)NCC1=NC(=NO1)C1=CSC=C1 1-(3,5-dichlorophenyl)-3-{[3-(thiophen-3-yl)-1,2,4-oxadiazol-5-yl]-methyl}urea